C(C1=CC=CC=C1)OCC1=CC=C(C=C1)NC(C1=C(C=CC(=C1)C1=NC=C(C(=C1)N)N)F)=O N-(4-((benzyloxy)methyl)phenyl)-5-(4,5-diaminopyridin-2-yl)-2-fluorobenzamide